N2,N2-Dimethylguanosine CN(C=1NC(C=2N=CN([C@H]3[C@H](O)[C@H](O)[C@@H](CO)O3)C2N1)=O)C